2,2'-(2,2,3,3,4,4,5,5-octafluorohexane-1,6-diyl)bis(oxirane) FC(CC1OC1)(C(C(C(CC1OC1)(F)F)(F)F)(F)F)F